OC1=C(C=CC=C1)C1=NC(=C2N1CCCC2)C=2C=NC=CC2O 3-(3-(2-hydroxyphenyl)-5,6,7,8-tetrahydroimidazo[1,5-a]pyridin-1-yl)pyridin-4-ol